C1(=CC=CC=C1)C1=NC(=NC(=N1)C1=CC=CC=C1)C1=CC2=C(OC3=C2C=C(C=C3)C3=NC(=NC(=N3)C3=CC=CC=C3)C3=CC=CC=C3)C=C1 2,8-bis(4,6-diphenyl-1,3,5-triazinyl)dibenzofuran